C(C)(C)(C)NC(N[C@H](C(=O)N1[C@@H]([C@H]2C([C@H]2C1)(C)C)C(=O)N[C@H](C=O)C[C@H]1C(NCC1)=O)C(C)(C)C)=O (1R,2S,5S)-3-((S)-2-(3-(tert-butyl)ureido)-3,3-dimethylbutanoyl)-6,6-dimethyl-N-((S)-1-oxo-3-((S)-2-oxopyrrolidin-3-yl)propan-2-yl)-3-azabicyclo[3.1.0]hexane-2-carboxamide